methyl 3-methyl-1H-pyrrolo[2,3-b]pyridine-4-carboxylate CC1=CNC=2N=CC=C(C21)C(=O)OC